ethyl-prop-2-ene C(C)CC=C